C1(CCCCC1)C[C@@H](C(=O)N[C@H](C(=O)OC)CCC(=O)N1CCOC2=C(C1)C=CC=C2)NC(=O)OC2CCN(CC2)C(=O)OC(C)(C)C tert-butyl 4-((((S)-3-cyclohexyl-1-(((S)-5-(2,3-dihydrobenzo[f][1,4]oxazepin-4(5H)-yl)-1-methoxy-1,5-dioxopentan-2-yl)amino)-1-oxopropan-2-yl)carbamoyl)oxy)piperidine-1-carboxylate